2-(4-fluoro-1H-indol-3-yl)-2-phenyl-indol-3-one FC1=C2C(=CNC2=CC=C1)C1(NC2=CC=CC=C2C1=O)C1=CC=CC=C1